3-acryloxypropyl-dimethylmethoxysilane C(C=C)(=O)OCCC[Si](OC)(C)C